FC1=C(C(C1(F)F)=O)OC 3,4,4-trifluoro-2-methoxycyclobut-2-en-1-one